BrC(C(O)([2H])[2H])([2H])[2H] 2-bromo(2H4)ethanol